C12C(CC(CC1)CC2)C(C)NS(=O)(=O)C=2C=C1C(NC(NC1=CC2)=O)=O N-(1-(bicyclo[2.2.2]octan-2-yl)ethyl)-2,4-dioxo-1,2,3,4-tetrahydro-quinazoline-6-sulfonamide